(R)-2-(2-(3-fluoropyrrolidin-1-yl)pyrimidin-5-yl)-6,7-dihydrothiazolo[5,4-c]pyridin-4(5H)-one F[C@H]1CN(CC1)C1=NC=C(C=N1)C=1SC=2C(NCCC2N1)=O